aspartic diethyl ester C(C)OC([C@@H](N)CC(=O)OCC)=O